N[C@@H](C)C(=O)N1C2CN[C@](CC1)(C2CCCB(O)O)C(=O)O (5R)-2-(L-alanyl)-8-(3-boronopropyl)-2,6-diazabicyclo[3.2.1]octane-5-carboxylic acid